Tert-butyl 4-[3-[3-[(4-methoxyphenyl)methyl]-2,4-dioxo-hexahydropyrimidin-1-yl] imidazo[1,2-a]pyridin-8-yl]-1,4-diazepane-1-carboxylate COC1=CC=C(C=C1)CN1C(N(CCC1=O)C1=CN=C2N1C=CC=C2N2CCN(CCC2)C(=O)OC(C)(C)C)=O